Benzyl ((2S,3S)-1-(azetidin-1-ylcarbonyl)-2-(3-bromo-2-fluorobenzyl)pyrrolidin-3-yl)carbamate N1(CCC1)C(=O)N1[C@H]([C@H](CC1)NC(OCC1=CC=CC=C1)=O)CC1=C(C(=CC=C1)Br)F